FC=1C=C(C=C(C1)F)[C@H]1N(OCC1)C(=O)[C@@H]1CC[C@H](CC1)COC1=C(C=CC(=C1)N1C(=NN=C1C)C)F trans-((S)-3-(3,5-difluorophenyl)isoxazolidin-2-yl)(4-((5-(3,5-dimethyl-4H-1,2,4-triazol-4-yl)-2-fluorophenoxy)methyl)cyclohexyl)methanone